2-(3-hydroxyphenyl)-4-methyl-5-acetylthiazole OC=1C=C(C=CC1)C=1SC(=C(N1)C)C(C)=O